Cl.N1(CCNCC1)C1=NC=C(C=N1)C#N 2-(piperazin-1-yl)-5-cyanopyrimidine hydrochloride